6-((5-methoxy-6-((6-methylpyridin-3-yl)methoxy)pyridin-3-yl)amino)-3-morpholinoquinoxaline-5-carbonitrile maleate C(\C=C/C(=O)O)(=O)O.COC=1C=C(C=NC1OCC=1C=NC(=CC1)C)NC1=C(C=2N=C(C=NC2C=C1)N1CCOCC1)C#N